N-((2-(6-((2S,6R)-2,6-dimethylmorpholinyl)pyridin-2-yl)-1,6-naphthyridin-7-yl)methyl)-3-(methylsulfonyl)furo[2,3-b]pyridine-5-carboxamide C[C@H]1CN(C[C@H](O1)C)C1=CC=CC(=N1)C1=NC2=CC(=NC=C2C=C1)CNC(=O)C=1C=C2C(=NC1)OC=C2S(=O)(=O)C